BrC1=C(C=NN(C1=O)C)N[C@@H]1C[C@@H](CN(C1)C)C1=CC=C(C(=O)N2CCC3(CC2)CCN(CC3)C3=CC(=C(C=C3)C3C(NC(CC3)=O)=O)C(F)(F)F)C=C1 3-[4-[3-[4-[(3R,5R)-5-[(5-bromo-1-methyl-6-oxo-pyridazin-4-yl)amino]-1-methyl-3-piperidyl]benzoyl]-3,9-diazaspiro[5.5]undecan-9-yl]-2-(trifluoromethyl)phenyl]piperidine-2,6-dione